C(#N)C=1C(=CC(=NC1)NC(=O)N1CCCC2=CC(=C(N=C12)C=O)CN1C(CN(CC1)C)=O)NCCOC N-(5-cyano-4-((2-methoxyethyl)amino)pyridin-2-yl)-7-formyl-6-((4-methyl-2-oxopiperazin-1-yl)methyl)-3,4-dihydro-1,8-naphthyridine-1(2H)-carboxamide